BrC1=CC=C2C(CC=3C(=NOC3C2=C1)C(=O)OCC)C(C)(F)F ethyl 8-bromo-5-(1,1-difluoroethyl)-4H,5H-naphtho[2,1-d][1,2]oxazole-3-carboxylate